Cl.F\C(=C/CN)\C(S(=O)(=O)C1=C(OC=C1)C)(F)F (Z)-3,4,4-trifluoro-4-((2-methylfuran-3-yl)sulfonyl)but-2-en-1-amine hydrochloride